3-(2-Chloro-6-methyl-4-pyridyl)-2-(3-cyanophenyl)-N-[(3S,4S)-4-methoxy-1-methyl-pyrrolidin-3-yl]pyrazolo[1,5-a]pyrimidine-5-carboxamide ClC1=NC(=CC(=C1)C=1C(=NN2C1N=C(C=C2)C(=O)N[C@H]2CN(C[C@@H]2OC)C)C2=CC(=CC=C2)C#N)C